(R)-2-amino-N-ethyl-2-(1-methylcyclobutyl)acetamide N[C@@H](C(=O)NCC)C1(CCC1)C